4-[6-(3-methyl-1,2,4-thiadiazol-5-yl)-1H-pyrrolo[2,3-b]pyridin-3-yl-5-(trifluoromethyl)pyrimidin-2-yl]cyclopentane-1,2-diamine CC1=NSC(=N1)C1=CC=C2C(=N1)NC=C2C2=NC(=NC=C2C(F)(F)F)C2CC(C(C2)N)N